9-(2-Chlorophenyl)-3-propyl-13-(morpholine-4-carbonyl)-16-thia-2,4,5,8-tetraazatetracyclo[8.6.0.02,6.011,15]-hexadeca-1(10),3,5,8,11(15)-pentaene ClC1=C(C=CC=C1)C1=NCC2=NN=C(N2C=2SC=3CC(CC3C12)C(=O)N1CCOCC1)CCC